4-(hydroxymethyl)-1-[4-(trifluoromethoxy)phenyl]pyrazolo[3,4-b]pyridin OCC1=C2C(=NC=C1)N(N=C2)C2=CC=C(C=C2)OC(F)(F)F